3-(4-isopropylphenyl)-2-methylpropanaldehyde C(C)(C)C1=CC=C(C=C1)CC(C=O)C